9-(methylsulfanylmethyl)-3-[1-(2,2,3,3,3-pentafluoropropyl)pyrazol-4-yl]-2-(trifluoromethyl)pyrimido[1,2-a]pyrimidine-4,8-dione CSCN1C(C=CN2C1=NC(=C(C2=O)C=2C=NN(C2)CC(C(F)(F)F)(F)F)C(F)(F)F)=O